Cl.NCC=1C(NC(=CC1Cl)C)=O 3-(aminomethyl)-4-chloro-6-methyl-1H-pyridin-2-one hydrochloride